C1=C(C=C(C=C1C(F)(F)F)NC(=O)CCl)C(F)(F)F N-[3,5-bis(trifluoromethyl)phenyl]-2-chloroacetamide